urethan carbonat C(O)(O)=O.NC(=O)OCC